3-Anthrol C1=CC(=CC2=CC3=CC=CC=C3C=C12)O